4-(4-bromo-1-oxo-2,3-dihydro-1H-isoindol-2-yl)-3-hydroxy-2-methylidenebutanenitrile BrC1=C2CN(C(C2=CC=C1)=O)CC(C(C#N)=C)O